ClC1=CC=C(C=C1)N(CCCCC1=CC(=NO1)C(=O)NO)C1CCCCC1 5-(4-((4-chlorophenyl)(cyclohexyl)amino)butyl)-N-hydroxyisoxazole-3-carboxamide